N[C@H]1CN(CCC1)C=1C=CN=C2C=CC(=NC12)C=1C=C(C=CC1)S(=O)(=O)NCC1=CC=CC=C1 (R)-3-(8-(3-aminopiperidin-1-yl)-1,5-naphthyridin-2-yl)-N-benzylbenzenesulfonamide